C(C)(=O)N1CCN(CC1)C1=C(C=C(C(=C1)OC)NC1=NC=NC(=C1)N1OCC[C@@H]1C1=CC=CC=C1)NC(C=C)=O N-(2-(4-acetylpiperazine-1-yl)-4-methoxy-5-((6-((R)-3-phenylisoxazolidine-2-yl)pyrimidine-4-yl)amino)phenyl)acrylamide